CC(CO)(C)C1=CSC=C1 2-methyl-2-(thiophen-3-yl)propan-1-ol